NCC1=CC=C(C=C1)CSC1=CC(=NN1C(=O)C1=COC=C1)C1C(N(CCN1)C(=O)N(C)C)C 3-[5-({[4-(Aminomethyl)phenyl]methyl}sulfanyl)-1-(furan-3-carbonyl)-1H-pyrazol-3-yl]-N,N,2-trimethylpiperazin-1-carboxamid